C(=C)OCC[Si](OC)(OC)OC 2-Trimethoxysilylethyl vinyl ether